OC=1C(=C(C=NC1C)COC1=C(OP(=O)=N[C@H](C(=O)OC)C)C=CC=C1)CO (2S)-Methyl 2-(((5-hydroxy-4-(hydroxymethyl)-6-methylpyridin-3-yl)methoxy)(phenoxy)phosphorylamino)propanoate